1,1'-(2'-bromo-2-(methoxymethoxy)-[1,1'-biphenyl]-3,5-diyl)bis(adamantane) BrC1=C(C=CC=C1)C1=C(C(=CC(=C1)C12CC3CC(CC(C1)C3)C2)C23CC1CC(CC(C2)C1)C3)OCOC